1-((4-(2-((1-(1-Acetylpiperidin-4-yl)-1H-pyrazol-4-yl)amino)-5-methylpyrimidin-4-yl)-2-fluorophenoxy)methyl)cyclopropanecarbonitrile C(C)(=O)N1CCC(CC1)N1N=CC(=C1)NC1=NC=C(C(=N1)C1=CC(=C(OCC2(CC2)C#N)C=C1)F)C